N-(3-amino-3-oxopropyl)-2'-ethoxy-5-({2-[5-fluoro-3-(trifluoromethyl)pyridin-2-yl]-2-azaspiro[3.3]heptan-6-yl}oxy)[2,3'-bipyridine]-6-carboxamide NC(CCNC(=O)C1=C(C=CC(=N1)C=1C(=NC=CC1)OCC)OC1CC2(CN(C2)C2=NC=C(C=C2C(F)(F)F)F)C1)=O